NC1=C(C(=O)O)C=C(C=C1S(=O)(=O)N1CCOCC1)Br 2-amino-5-bromo-3-(morpholinylsulfonyl)benzoic acid